N1C(=CC2=CC=CC=C12)C(=O)N1C[C@@H]2[C@H](C1)CCC2 (1S,3aR,6aS)-2-(1H-indole-2-carbonyl)octahydrocyclopenta[c]pyrrole